ClC1=C(C(=O)O)C(=CC(=C1)C)Cl 2,6-dichloro-p-methylbenzoic acid